2-(4-(anthracen-9-yl)phenyl)-4,6-diphenyl-1,3,5-triazine C1=CC=CC2=CC3=CC=CC=C3C(=C12)C1=CC=C(C=C1)C1=NC(=NC(=N1)C1=CC=CC=C1)C1=CC=CC=C1